C1=CC=CC=2C3=CC=CC=C3C(C12)COC(=O)NC(CC(=O)OC(C)(C)C)C(=O)NC=1SC(=C(C1C(C1=CC(=C(C=C1)Cl)F)=O)C)C tert-butyl 3-((((9H-fluoren-9-yl) methoxy) carbonyl)amino)-4-((3-(4-chloro-3-fluorobenzoyl)-4,5-dimethylthiophen-2-yl) amino)-4-oxobutanoate